O=C1NC(CCC1N1C(C2=CC=CC(=C2C1)OC1CCN(CC1)C(=O)OC(C)(C)C)=O)=O tert-butyl 4-[2-(2,6-dioxo-3-piperidyl)-1-oxo-isoindolin-4-yl]oxypiperidine-1-carboxylate